N-((1-methylcyclopropyl)methyl)-5-(quinoxalin-6-yl)-7H-pyrrolo[2,3-d]pyrimidin-2-amine CC1(CC1)CNC=1N=CC2=C(N1)NC=C2C=2C=C1N=CC=NC1=CC2